(trifluoromethoxy)-5-(trifluoromethylsulfanyl)benzoic acid FC(OC1=C(C(=O)O)C=C(C=C1)SC(F)(F)F)(F)F